(S)-1-(5-(2-aminoethyl)-8,9-difluoro-6-oxo-1,4,5,6-tetrahydro-2H-pyrano[3,4-c]isoquinolin-1-yl)-3-(3-(difluoromethyl)-4-fluorophenyl)-1-methylurea NCCN1C(C=2C=C(C(=CC2C2=C1COC[C@H]2N(C(=O)NC2=CC(=C(C=C2)F)C(F)F)C)F)F)=O